ClC1=CC=C(C=C1)N1C(C=2C(=NC=3C=CC=CC3C2C1=O)C)=O 2-(4-chlorophenyl)-4-methyl-1H,2H,3H-pyrrolo[3,4-c]quinoline-1,3-dione